3-cyclohexene-1,2-dicarboxylic acid bis3-cyclohexenylmethylester C1(CC=CCC1)COC(=O)C1C(C=CCC1)C(=O)OCC1CC=CCC1